C1(CC1)C(=O)OC1=C(C(=C(C=C1)N)CC)F ethyl-(4-amino-2-fluorophenyl) cyclopropane-1-carboxylate